C(C)(C)(C)OC(=O)NCC(=O)NC[C@@H](C(=O)OCC1=CC=CC=C1)NC(=O)OCC1C2=CC=CC=C2C=2C=CC=CC12 benzyl (2S)-3-[[2-(tert-butoxycarbonylamino)acetyl]amino]-2-(9H-fluoren-9-ylmethoxycarbonylamino)propanoate